5-fluoro-N-isopropyl-N-methyl-2-(3-(piperidin-3-yl)-1H-pyrrolo[2,3-c]pyridin-1-yl)benzamide bis-carbonate salt C(O)(O)=O.C(O)(O)=O.FC=1C=CC(=C(C(=O)N(C)C(C)C)C1)N1C=C(C=2C1=CN=CC2)C2CNCCC2